CS(=O)(=O)[O-].C(C(C)(C)C)(=O)OC1=C(C=C(C[NH+]2CCOCC2)C=C1)OCC#C 4-(4-(pivaloyloxy)-3-(prop-2-yn-1-yloxy)benzyl)morpholin-4-ium methanesulfonate